(S)-3-methoxy-4-nitro-5-((oxetan-2-yl-methyl)amino)benzoic acid methyl ester COC(C1=CC(=C(C(=C1)NC[C@H]1OCC1)[N+](=O)[O-])OC)=O